4-(6-((R)-2-(2-isopropylphenyl)-4-(3-methoxy-4-(3-methoxyazetidin-1-yl)benzyl)piperazin-1-yl)-2-azaspiro[3.3]heptan-2-yl)benzamide C(C)(C)C1=C(C=CC=C1)[C@H]1N(CCN(C1)CC1=CC(=C(C=C1)N1CC(C1)OC)OC)C1CC2(CN(C2)C2=CC=C(C(=O)N)C=C2)C1